FC=1C=CC(=NC1)C=CC=1N=C(SC1)NC(OC(C)(C)C)=O tert-butyl (4-(2-(5-fluoropyridin-2-yl)vinyl)thiazol-2-yl)carbamate